2-{5-[Methyl(piperidin-4-yl)amino][1,3]thiazolo[5,4-d][1,3]thiazol-2-yl}-5-(2-methyl-1,3-thiazol-5-yl)pyridin-3-ol Hydrochlorid Cl.CN(C=1SC2=C(N1)SC(=N2)C2=NC=C(C=C2O)C2=CN=C(S2)C)C2CCNCC2